N-(2,6-diethyl-4-fluorophenylcarbamoyl)-4-(2-hydroxypropan-2-yl)thiophene-2-sulfonamide C(C)C1=C(C(=CC(=C1)F)CC)NC(=O)NS(=O)(=O)C=1SC=C(C1)C(C)(C)O